5-fluoro-2-(4-fluoro-2-methylphenoxy)-N-(3-sulfamylphenyl)benzamide FC=1C=CC(=C(C(=O)NC2=CC(=CC=C2)S(N)(=O)=O)C1)OC1=C(C=C(C=C1)F)C